Cl.COC(=O)C1CCC(CC1)OC1CCNCC1.C(C)(CC)C=1C(=C(C=C(C1)C(C)(C)C)N1N=C2C(=N1)C=CC=C2)O 2-(3'-sec-butyl-2'-hydroxy-5'-tert-butylphenyl)benzotriazole (1R,4r)-Methyl-4-(piperidin-4-yloxy)cyclohexanecarboxylate hydrochloride